maleic acid mono(2-ethyl) hexyl ester C(CCCCC)OC(\C=C/C(=O)OCC)=O